C1(CC1)N1C(C=2C3=C(N(N=C3CC1)C1=NNC=C1)N=C(C2)N2[C@@H](COCC2)C)C (3R)-4-(7-cyclopropyl-6-methyl-2-(1H-pyrazol-3-yl)-6,7,8,9-tetrahydro-2H-1,2,3,7-tetraazabenzo[cd]azulen-4-yl)-3-methylmorpholine